Sodium bis(perfluorophenyl) borate B(OC1=C(C(=C(C(=C1F)F)F)F)F)(OC1=C(C(=C(C(=C1F)F)F)F)F)[O-].[Na+]